CC1=CC=C(C=C1)N(C1=CC=C(C=C1)C1(CCCCC1)C1=CC=C(N(C2=CC=C(C=C2)C)C2=CC(=CC=C2)C)C=C1)C1=CC=C(C=C1)C 4-[1-[4-[bis(4-methylphenyl)amino]phenyl]cyclohexyl]-N-(3-Methylphenyl)-N-(4-methylphenyl)aniline